Ethyl 2-[4'-([[(2R,3S)-3-[(tert-butoxycarbonyl)amino]-5-carbamoylpentan-2-yl]oxy]methyl)-[1,1'-biphenyl]-3-yl]acetate C(C)(C)(C)OC(=O)N[C@H]([C@@H](C)OCC1=CC=C(C=C1)C1=CC(=CC=C1)CC(=O)OCC)CCC(N)=O